O.O.[Ir](Cl)(Cl)(Cl)Cl iridium(IV) chloride dihydrate